NC1=CC=C(C=C1)N1C(=NC2=C1C=CC=C2)C2=NNC(=C2)NC(C2=CC=C(C=C2)NC2CCN(CC2)C)=O N-(3-(1-(4-aminophenyl)-1H-benzo[d]imidazol-2-yl)-1H-pyrazol-5-yl)-4-((1-methylpiperidin-4-yl)amino)benzamide